2-chlorophenyl-aniline ClC1=C(C=CC=C1)NC1=CC=CC=C1